MONOCALCIUM PHOSPHOATE P(=O)([O-])([O-])O.[Ca+2]